CC1=C2CCC(C2=CC=C1)=C(C#N)C#N 2-(4-methyl-2,3-dihydro-1H-inden-1-ylidene)malononitrile